3-(3,5-difluoro-4-piperazin-1-yl-phenoxy)piperidine-2,6-dione FC=1C=C(OC2C(NC(CC2)=O)=O)C=C(C1N1CCNCC1)F